CC=1C=C(C=CC1)\C=N\NC=1N=C(C2=C(N1)CN(C2)C(C#CCC)=O)N2CCOCC2 1-[2-{(2E)-2-[(3-methylphenyl)methylidene]hydrazinyl}-4-(morpholin-4-yl)-5,7-dihydro-6H-pyrrolo[3,4-d]pyrimidin-6-yl]pent-2-yn-1-one